C(C)NC1=C(C=NC2=CC=C(C=C12)C=1C=NNC1)C(=O)NCCC(C)(C)O 4-(ethylamino)-N-(3-hydroxy-3-methylbutyl)-6-(1H-pyrazol-4-yl)quinoline-3-carboxamide